ClC1=NC=CC2=C1[Si](C1=C2C=CC(=C1)C1=CC=C(C=C1)C(F)(F)F)(C)C 1-chloro-9,9-dimethyl-7-(4-(trifluoromethyl)phenyl)-9H-benzo[4,5]silolo[2,3-c]pyridine